C12(CC3CC(CC(C1)C3)C2)NCCCCCCCCC2=C3C(N(C(=NC3=CC=C2)C(F)(F)F)C2C(NC(CC2)=O)=O)=O 3-(5-(8-(((1s,3s)-adamantan-1-yl)amino)octyl)-4-oxo-2-(trifluoromethyl)quinazolin-3(4H)-yl)piperidine-2,6-dione